N-octadecenyl-2-ethyl-3,6-dihydroxypyridin-4-one C(=CCCCCCCCCCCCCCCCC)N1C(=C(C(C=C1O)=O)O)CC